C(C)OCOC1C(N(CCC1)C(=O)OC(C)(C)C)COC1CCC(CC1)C1=NC(=CC=C1)OCCCC(=O)OC(C)(C)C tert-butyl 3-(ethoxymethoxy)-2-({[(1s,4s)-4-{6-[4-(tert-butoxy)-4-oxobutoxy]pyridin-2-yl}cyclohexyl]oxy}methyl)piperidine-1-carboxylate